ClC1=CC(=NC=C1)CNC1=C2N=CN(C2=NC(=N1)C=1C=NC=C(C1)F)[C@H]1[C@@H]([C@@H]([C@H](S1)C(=O)NC)O)O (2S,3S,4R,5R)-5-(6-(((4-chloropyridin-2-yl)methyl)amino)-2-(5-fluoropyridin-3-yl)-9H-purin-9-yl)-3,4-dihydroxyl-N-methyltetrahydrothiophen-2-formamide